C(#N)C=1C=C(C=CC1)C1=CC(=NN1CC1=CC=C(C=C1)OC)CP(OCC)(OCC)=O diethyl {[5-(3-cyanophenyl)-1-(4-methoxybenzyl)-1H-pyrazol-3-yl]methyl}phosphonate